2-amino-7-cyano-1-(3-methoxy-2,6-dimethylphenyl)-5-methyl-1H-pyrrolo[2,3-c]pyridine-3-carboxamide NC1=C(C=2C(=C(N=C(C2)C)C#N)N1C1=C(C(=CC=C1C)OC)C)C(=O)N